N-(4-((3-chloro-4-fluorophenyl)amino)-7-(3-(4-(4-(4-((2-(2,6-dioxopiperidin-3-yl)-1-oxoisoindolin-4-yl)amino)butanoyl)piperazin-1-yl)piperidin-1-yl)propoxy)quinazolin-6-yl)acrylamide ClC=1C=C(C=CC1F)NC1=NC=NC2=CC(=C(C=C12)NC(C=C)=O)OCCCN1CCC(CC1)N1CCN(CC1)C(CCCNC1=C2CN(C(C2=CC=C1)=O)C1C(NC(CC1)=O)=O)=O